BrC=1C(=C(C=CC1)C1(CCCCC1)C#N)I 1-(3-bromo-2-iodophenyl)cyclohexane-1-carbonitrile